2-cyclopentyl-2-[4-(quinolin-2-ylmethoxy)phenyl]acetic acid C1(CCCC1)C(C(=O)O)C1=CC=C(C=C1)OCC1=NC2=CC=CC=C2C=C1